5-chloromethyl-salicylaldehyde ClCC1=CC=C(C(C=O)=C1)O